3-(((1S,4R)-4-((R)-3-(4-(3-(2,6-bis(benzyloxy)pyridin-3-yl)-1-methyl-1H-indazol-6-yl)piperazin-1-yl)-4,4,4-trifluorobutyl)cyclohexyl)oxy)-2-methylphenol C(C1=CC=CC=C1)OC1=NC(=CC=C1C1=NN(C2=CC(=CC=C12)N1CCN(CC1)[C@H](CCC1CCC(CC1)OC=1C(=C(C=CC1)O)C)C(F)(F)F)C)OCC1=CC=CC=C1